(1S,2S)-2-(3-chlorophenyl)-N-(4-(((6-cyclopropyl-8-(3-hydroxyazetidin-3-yl)imidazo[1,2-a]pyridin-2-yl)methyl)amino)pyridin-2-yl)cyclopropane-1-carboxamide tri(n-hexyl)citrate C(CCCCC)C(C(C(C(=O)O)(CCCCCC)CCCCCC)(O)C(=O)O)C(=O)O.ClC=1C=C(C=CC1)[C@@H]1[C@H](C1)C(=O)NC1=NC=CC(=C1)NCC=1N=C2N(C=C(C=C2C2(CNC2)O)C2CC2)C1